ClC1=CN(C2=NC=CC(=C21)OC2=CC(=C(C=C2)NC(OC(C)(C)C)=O)F)COCC[Si](C)(C)C tert-butyl (4-((3-chloro-1-((2-(trimethyl silyl)ethoxy)methyl)-1H-pyrrolo[2,3-b]pyridin-4-yl)oxy)-2-fluorophenyl)carbamate